2-allyl-8-benzyl-3-(4-methoxybenzyl)-3,8-diazabicyclo[3.2.1]octane C(C=C)C1C2CCC(CN1CC1=CC=C(C=C1)OC)N2CC2=CC=CC=C2